2,2-dimethoxy-7-azaspiro[3.5]nonane-7-carboxylic acid tert-butyl ester C(C)(C)(C)OC(=O)N1CCC2(CC(C2)(OC)OC)CC1